heptacosan-1-yl nonacosanoate C(CCCCCCCCCCCCCCCCCCCCCCCCCCCC)(=O)OCCCCCCCCCCCCCCCCCCCCCCCCCCC